(+)-8-((1S,2S,3S)-3-hydroxy-2-methylcyclopentyl)-6-(methyl-d3)-2-((1-((methyl-d3)sulfonyl)piperidin-4-yl-3,3,5,5-d4)-amino)pyrido[2,3-d]pyrimidin-7(8H)-one O[C@@H]1[C@H]([C@H](CC1)N1C(C(=CC2=C1N=C(N=C2)NC2C(CN(CC2([2H])[2H])S(=O)(=O)C([2H])([2H])[2H])([2H])[2H])C([2H])([2H])[2H])=O)C